C(C)(C)OCCOC1=CC=C(C=C1)B1OC(C(O1)(C)C)(C)C 2-(4-(2-isopropoxyethoxy)phenyl)-4,4,5,5-tetramethyl-1,3,2-dioxaborolane